2-ethoxy-4-trifluoromethyl-1,3-dioxolane C(C)OC1OCC(O1)C(F)(F)F